5-(4-(2-(5-amino-8-(furan-2-yl)-2-oxothiazolo[5,4-e][1,2,4]triazolo[1,5-c]pyrimidin-3(2H)-yl)ethyl)piperazin-1-yl)-N-(2-(dimethylamino)ethyl)-2,4-difluorobenzamide NC1=NC2=C(C=3N1N=C(N3)C=3OC=CC3)SC(N2CCN2CCN(CC2)C=2C(=CC(=C(C(=O)NCCN(C)C)C2)F)F)=O